ClC=1C(=CC(=NC1)NC1CCN(CC1)CC=1C=C2CN(C(C2=CC1F)=O)C1C(NC(CC1)=O)=O)C=1N=C(SC1)NCC1(CCOCC1)C#N 4-(((4-(5-chloro-2-((1-((2-(2,6-dioxopiperidin-3-yl)-6-fluoro-1-oxoisoindolin-5-yl)methyl)piperidin-4-yl)amino)pyridin-4-yl)thiazol-2-yl)amino)methyl)tetrahydro-2H-pyran-4-carbonitrile